C(CCCCCCCCCCCCC)N1CN(C=C1)C 1-tetradecyl-3-methylimidazole